tert-butyl (2R)-2-[[(3-chloropyridin-2-yl)oxy]methyl]-5-oxopyrrolidine-1-carboxylate ClC=1C(=NC=CC1)OC[C@@H]1N(C(CC1)=O)C(=O)OC(C)(C)C